(R)-(1,3-dimethyl-azetidin-3-yl)-(4-isopropyl-phenyl)-(5-{5-[2-(tetrahydro-pyran-4-yl)-ethyl]-[1,2,4]Oxadiazol-3-yl}-pyridin-3-yl)-methanol CN1CC(C1)(C)[C@@](O)(C=1C=NC=C(C1)C1=NOC(=N1)CCC1CCOCC1)C1=CC=C(C=C1)C(C)C